C[C@H]1CN(CCN1C=1C=C2C(=CC=NC2=CC1)N[C@H](C)C1=C(C(=CC=C1)C(F)(F)F)C)C(C)=O 1-((S)-3-methyl-4-(4-(((R)-1-(2-methyl-3-(trifluoromethyl)phenyl)ethyl)amino)quinolin-6-yl)piperazin-1-yl)ethan-1-one